NC(C)(C)C1=CC(=NC(=C1)C1=CC(=C(C=C1)F)C)OC1[C@@H]2CN(C[C@H]12)C(=O)C1=C(N=C(S1)C1=NC=CC=N1)C ((1R,5S,6s)-6-((4-(2-aminopropan-2-yl)-6-(4-fluoro-3-methylphenyl)pyridin-2-yl)oxy)-3-azabicyclo[3.1.0]hexan-3-yl)(4-methyl-2-(pyrimidin-2-yl)thiazol-5-yl)methanone